C(C=C)(=O)N1[C@H](CN(CC1)C1=NC(=NC=2CC(CCC12)N1CCCC2=CC=C(C=C12)OC)OC[C@H]1N(CCC1)C(C)C)CC#N 2-((2S)-1-Acryloyl-4-(2-(((S)-1-isopropylpyrrolidin-2-yl)methoxy)-7-(7-methoxy-3,4-dihydroquinolin-1(2H)-yl)-5,6,7,8-tetrahydroquinazolin-4-yl)piperazin-2-yl)acetonitrile